COC1=C(OC=2C(=NC(=NC2O)CC2=CC(=CC=C2)C)O)C=CC=C1 5-(2-methoxyphenoxy)-2-(3-methylbenzyl)pyrimidine-4,6-diol